C(C)OC(=O)N1C(CCC2=CC(=CC=C12)C(F)(F)F)CC 2-ethyl-6-trifluoromethyl-3,4-dihydro-2H-quinoline-1-carboxylic acid ethyl ester